C(C)(=O)OC=1C=C(C=2C=CC3=C(C=C(C=4C=CC1C2C43)S(=O)(=O)[O-])S(=O)(=O)[O-])S(=O)(=O)[O-] 8-acetoxypyrene-1,3,6-trisulfonate